C1(CCC1)C=1C(=NN(C1NC(CC1(CCC1)OC)=O)C)C1CC(C1)(F)F N-(4-cyclobutyl-3-(3,3-difluoro-cyclobutyl)-1-methyl-1H-pyrazol-5-yl)-2-(1-methoxycyclobutyl)acetamide